C(#N)CCN(CCCC)CCCC N-(2-cyanoethyl)-N,N-dibutyl-amine